3-(benzyloxy)benzene-1,2-diamine C(C1=CC=CC=C1)OC1=C(C(=CC=C1)N)N